2-(4-Bromoanilino)-6-(trifluoromethyl)nicotinonitrile BrC1=CC=C(NC2=C(C#N)C=CC(=N2)C(F)(F)F)C=C1